2-((triisopropylsiloxy)methyl)acrylic acid C(C)(C)[Si](OCC(C(=O)O)=C)(C(C)C)C(C)C